3,5-difluoro-4-((8-methoxy-2-oxopyrido[2,3-h][1,6]naphthyridine-1(2H)-yl)methyl)benzenesulfonamide FC=1C=C(C=C(C1CN1C(C=CC2=CN=C3C(=C12)C=CC(=N3)OC)=O)F)S(=O)(=O)N